2-Phenyl-4-(3,4-dichlorophenyl)imidazole C1(=CC=CC=C1)C=1NC=C(N1)C1=CC(=C(C=C1)Cl)Cl